COC1=C2CCN(CC2=CC(=C1)C=1N=C2C(=NC1)N(C=C2C2=CC(=C(C(=O)O)C=C2)C)S(=O)(=O)C2=CC=C(C)C=C2)C 4-(2-(5-methoxy-2-methyl-1,2,3,4-tetrahydroisoquinolin-7-yl)-5-tosyl-5H-pyrrolo[2,3-b]pyrazin-7-yl)-2-methylbenzoic acid